ClC=1C=C(CNC(OC2=CC=CC=C2)=O)C=CC1C phenyl 3-chloro-4-methylbenzylcarbamate